2-(4-(3-Bromo-4-methylphenyl)pyrimidin-2-yl)-2-methylpropan-1-ol BrC=1C=C(C=CC1C)C1=NC(=NC=C1)C(CO)(C)C